COC=1C=C(C=CC1)C=CC(=O)C1=C(C=C(C=C1O)O)O 3-(3-Methoxyphenyl)-1-(2,4,6-trihydroxyphenyl)prop-2-en-1-one